BrC=1C(NC(N(C1)[C@H]1C[C@@H]([C@@](O1)(C#N)CO)O)=O)=O (2R,3S,5R)-5-(5-bromo-2,4-dioxo-3,4-dihydropyrimidin-1(2H)-yl)-3-hydroxy-2-(hydroxymethyl)tetrahydrofuran-2-carbonitrile